C(C1=CC=CC=C1)SC=1C=C2C(NC(=NC2=CC1)C)=O 6-benzylsulfanyl-2-methyl-3H-quinazolin-4-one